2-(3,4-epoxycyclohexyl)ethylmethylphenyl-diethoxysilane C1(CC2C(CC1)O2)CCCCO[Si](OCC)(C2=CC=CC=C2)C